BrC1=C(OCCO[Si](C)(C)C(C)(C)C)C=CC=C1 [2-(2-bromophenoxy)ethoxy](t-butyl)dimethylsilane